ClC=1C(=C(C=O)C=CC1)Cl 3,2-dichlorobenzaldehyde